1-cyano-N-{[3-(8-{[(3S,4R)-3-fluoro-1-methylpiperidin-4-yl]amino}-3-[(trifluoromethyl)sulfanyl]indolizin-2-yl)-1,2,4-oxadiazol-5-yl]methyl}cyclopropane-1-carboxamide C(#N)C1(CC1)C(=O)NCC1=NC(=NO1)C=1C=C2C(=CC=CN2C1SC(F)(F)F)N[C@H]1[C@H](CN(CC1)C)F